N-(3-chloro-5-(methylsulfonamido)phenyl)-5-(5-(3,3-difluoroazetidin-1-yl)pyrimidin-2-yl)-1-methyl-1H-pyrrole-3-carboxamide ClC=1C=C(C=C(C1)NS(=O)(=O)C)NC(=O)C1=CN(C(=C1)C1=NC=C(C=N1)N1CC(C1)(F)F)C